FC=1C=C(C=CC1C)N1N=C2N=CN=C(C2=C1)N1CC(NCC1)C(=O)NCC=1C=C2C(=CN1)SC=C2F 4-(2-(3-fluoro-4-methylphenyl)-2H-pyrazolo[3,4-d]pyrimidin-4-yl)-N-((3-fluorothieno[2,3-c]pyridin-5-yl)methyl)piperazine-2-carboxamide